N-(tert-butoxycarbonyl)methionine CC(C)(C)OC(=O)NC(CCSC)C(=O)O